C1(C=CC=C1)[Sn](O)(O)O (cyclopentadienyl)tin hydroxide